C(#N)C(CNC=1C(=CC=C2C=CC(=CC12)C1=NC=CC(=C1)NC(=O)C1CN(CC1)C)OC)=C N-[2-[8-(2-cyanoallylamino)-7-methoxy-2-naphthyl]-4-pyridyl]-1-methyl-pyrrolidine-3-carboxamide